C1(CC12CCNCC2)C(=O)[O-] 6-azaspiro[2.5]octane-1-carboxylate